N1(N=NC=C1)CCCCC1=CC=C(C=O)C=C1 4-(4-(1H-1,2,3-triazol-1-yl)butyl)benzaldehyde